ClC1=CC=C(C(=C1C1=CC(=CC=C1)NC(C1=CC(=C(C=C1)NC(\C=C\CNC1CCN(CC1)S(=O)(=O)C)=O)C#N)=O)OC)OC (E)-N-(6'-chloro-2',3'-dimethoxy-[1,1'-biphenyl]-3-yl)-3-cyano-4-(4-((1-(methylsulfonyl)piperidin-4-yl)amino)but-2-enamido)benzamide